ethyl 6-chloro-4-((2-methoxy-3-(1-methyl-1H-1,2,4-triazol-3-yl)phenyl)amino)pyridazine-3-carboxylate ClC1=CC(=C(N=N1)C(=O)OCC)NC1=C(C(=CC=C1)C1=NN(C=N1)C)OC